FC1=C(C(=C2C=CNC2=C1F)S(=O)(=O)C)OC=1C=CC(=C(C1)C1=NC(=NN1C)[C@]1(CCOC2=C(C=CC=C12)CCC(=O)OCC)C)F ethyl 3-[(4S)-4-[5-[5-[(6,7-difluoro-4-methylsulfonyl-1H-indol-5-yl)oxy]-2-fluoro-phenyl]-1-methyl-1,2,4-triazol-3-yl]-4-methyl-chroman-8-yl]propanoate